3-(2-ethylhexyloxy)-propyl isocyanate C(C)C(COCCCN=C=O)CCCC